N-(4-Hydroxyphenylmethyl)glycin OC1=CC=C(C=C1)CNCC(=O)O